C(=C)(C)[Mg].[Br] bromine (isopropenyl)magnesium